2-((4-((4-fluoro-2-methyl-1H-indol-5-yl)oxy)-6-methoxyquinolin-7-yl)oxy)acetonitrile FC1=C2C=C(NC2=CC=C1OC1=CC=NC2=CC(=C(C=C12)OC)OCC#N)C